C(C)(=O)NC1=C(C(=O)NC=2NC(=CN2)C)C=CC=C1 2-acetamido-N-(5-methyl-1H-imidazol-2-yl)benzamide